C(C)OC(=O)C1=C(SC2=C1C=C(C(=C2)OC)Br)N(CC2=CC=CC=C2)C(C)=O 2-[acetyl-(benzyl)amino]-5-bromo-6-methoxy-1-benzothiophene-3-carboxylic acid ethyl ester